C1(=CC=CC=C1)C=CCCN 4-Phenyl-3-butenamine